ClC1=CC=CC2=C1NC(=N2)C(=O)N2CC=1N(CC2)C(=NC1)OC (7-Chloro-1H-benzo[d]imidazol-2-yl)(3-methoxy-5,6-dihydroimidazo[1,5-a]pyrazin-7(8H)-yl)methanone